1-(6-(6-methoxy-4-(1-methyl-3-phenyl-1H-pyrazol-4-yl)quinazolin-7-yl)-2,6-diazaspiro[3.3]heptan-2-yl)ethan-1-one COC=1C=C2C(=NC=NC2=CC1N1CC2(CN(C2)C(C)=O)C1)C=1C(=NN(C1)C)C1=CC=CC=C1